4-(1,1,1-Trifluoro-2-(3-methoxy-4-nitrophenyl)propan-2-yl)morpholine FC(C(C)(C1=CC(=C(C=C1)[N+](=O)[O-])OC)N1CCOCC1)(F)F